(R)-Ibuprofen OC(=O)[C@H](C)C1=CC=C(CC(C)C)C=C1